sodium monocaprylate C(CCCCCCC)(=O)[O-].[Na+]